C(C)(=O)N1CC[C@@H]2N(C([C@H](C1)NC(=O)OC(C)(C)C)=O)[C@@H](CC2)C(=O)OC Methyl (5S,8S,10aR)-3-acetyl-5-((tert-butoxycarbonyl)amino)-6-oxodecahydropyrrolo[1,2-a][1,5]diazocine-8-carboxylate